OC1=C(C=O)C=C(C=C1OC)C#CC1=CC=C(C=C1)N1CCOCC1 2-hydroxy-3-methoxy-5-((4-morpholinophenyl)ethynyl)benzaldehyde